2-(4-methyl-3-((2-methyl-1,1-dioxidothieno[2,3-g]quinolin-8-yl)amino)benzyl)isoindoline-1,3-dione CC1=C(C=C(CN2C(C3=CC=CC=C3C2=O)=O)C=C1)NC1=CC=NC=2C=C3C(=CC12)S(C(=C3)C)(=O)=O